C1(CC1)C#CC1=CC=C(CNC(=O)[C@@H]2N([C@@H](CN(C2)[C@H](CCOC)C2=NC=CC(=C2F)C)C)C(C(C)C)=O)C=C1 (2R,6R)-N-(4-(cyclopropylethynyl)benzyl)-4-((R)-1-(3-fluoro-4-methylpyridin-2-yl)-3-methoxypropyl)-1-isobutyryl-6-methylpiperazine-2-carboxamide